C(#C)C=1SC=C(N1)NC(=O)NCC1=CC=C(C=C1)C1=CC(=CC=C1)N1C[C@H](CC1)O (S)-1-(2-ethynyl-thiazol-4-yl)-3-((3'-(3-hydroxypyrrolidin-1-yl)-[1,1'-biphenyl]-4-yl)methyl)urea